N1C(CCC1)=O.[Zn] Zinc Pyrrolidinone